(S)-8-hydroxy-7-(methoxy-d3)-1,11a-dihydro-3H,5H-spiro[benzo[e]pyrrolo[1,2-a][1,4]diazepin-2,1'-cyclopropane]-5,11(10H)-dione OC=1C(=CC2=C(NC([C@H]3N(C2=O)CC2(CC2)C3)=O)C1)OC([2H])([2H])[2H]